2-methoxy-N-(4-methoxy-6-((4-(vinylsulphonamidomethyl)-1H-pyrazol-1-yl)methyl)benzo[d]isoxazol-3-yl)benzenesulfonamide COC1=C(C=CC=C1)S(=O)(=O)NC1=NOC2=C1C(=CC(=C2)CN2N=CC(=C2)CNS(=O)(=O)C=C)OC